2-bromo-N-(3-cyano-1H-indol-7-yl)-1-(2-hydroxy-2-methylpropyl)-N-{[2-(trimethylsilyl)ethoxy]methyl}imidazole-4-sulfonamide BrC=1N(C=C(N1)S(=O)(=O)N(COCC[Si](C)(C)C)C=1C=CC=C2C(=CNC12)C#N)CC(C)(C)O